Ethyl 4-Chloro-1H-pyrrolo[2,3-b]pyridine-5-carboxylate ClC1=C2C(=NC=C1C(=O)OCC)NC=C2